ClC=1C=CC2=C(N=C(S2)C(=O)O)C1 5-Chlorobenzo[d]thiazole-2-carboxylic acid